2-chloro-2-(3-ethoxy-2-methylbut-2-yl)benzothiazole ClC1(SC2=C(N1)C=CC=C2)C(C)(C(C)OCC)C